6-(5-(2,4-dimethylpyridin-3-yl)-1H-pyrrolo[2,3-b]pyridin-3-yl)-1-isopropyl-2-methyl-1H-imidazo[4,5-b]pyridine CC1=NC=CC(=C1C=1C=C2C(=NC1)NC=C2C=2C=C1C(=NC2)N=C(N1C(C)C)C)C